OC=1C=C(C=CC1O)\C=C\C1=CC=C(C=C1)O 3,4,4'-trihydroxy-trans-stilbene